N-(benzylsulfonyl)-4-(2,6-dimethoxyphenyl)-5-(5-methylpyridin-2-yl)-4H-1,2,4-triazole-3-carboxamide C(C1=CC=CC=C1)S(=O)(=O)NC(=O)C1=NN=C(N1C1=C(C=CC=C1OC)OC)C1=NC=C(C=C1)C